ClC=1C=C(C=C(C1)Cl)C1CCC(CC1)OC=1N=NNC1C(=O)O 4-(((1s,4s)-4-(3,5-dichlorophenyl)cyclohexyl)oxy)-1H-1,2,3-triazole-5-carboxylic acid